BrC=C(C1=CC=CC=C1)C1=C(C=CC(=C1)C(F)(F)F)OCOC 2-bromo-1-(2-methoxymethoxy-5-trifluoromethyl-phenyl)-1-phenyl-ethylene